FC1=C(OC(C(=O)OCC)(C)C)C(=CC(=C1)CN1C(N(CC1)C1=CC=C(C=C1)C(F)(F)F)=O)F Ethyl 2-(2,6-difluoro-4-((2-oxo-3-(4-(trifluoromethyl) phenyl) imidazolin-1-yl) methyl) phenoxy)-2-methylpropionate